4'-chloro-3-hydroxy-10'-(piperidin-4-yl)-5'H-spiro[cyclobutane-1,7'-indolo[1,2-a]quinazolin]-5'-one ClC=1C=2C(N=C3N(C2C=CC1)C1=CC(=CC=C1C31CC(C1)O)C1CCNCC1)=O